FC=1C(=NC(=NC1)NC1CCC(CC1)C(=O)O)C1=CC(=CC=C1)N1C(C=CC=C1)=O 4-[[5-fluoro-4-[3-(2-oxo-1-pyridyl)phenyl]pyrimidin-2-yl]amino]cyclohexanecarboxylic acid